3-Bromo-4-methyl-2-((trimethylsilyl)ethynyl)pyridine BrC=1C(=NC=CC1C)C#C[Si](C)(C)C